bis(isobutylidene)-3-aminomethyl-3,5,5-trimethylcyclohexylamine C(C(C)C)=C1C(C(C(CC1(C)C)N)=CC(C)C)(C)CN